COC1=C(C=CC=C1)C1=NN2C(C=CC=C2)=C1 (2-methoxyphenyl)pyrazolo[1,5-a]pyridine